tert-butyl (3S,4S)-4-((4-(3-(2,6-bis(benzyloxy) pyridin-3-yl)-1-methyl-1H-indazol-6-yl)-3,6-dihydropyridin-1(2H)-yl) methyl)-3-methylpiperidine-1-carboxylate C(C1=CC=CC=C1)OC1=NC(=CC=C1C1=NN(C2=CC(=CC=C12)C=1CCN(CC1)C[C@@H]1[C@@H](CN(CC1)C(=O)OC(C)(C)C)C)C)OCC1=CC=CC=C1